ethyl 3-{3-chloro-5-[(6-hydroxy-2,2-dioxo-2H-1,2λ6,3-benzoxathiazin-3(4H)-yl)methyl]-4-methoxyphenyl}-3-[1-(4-hydroxybutyl)-4-methyl-1H-benzotriazol-5-yl]propanoate ClC=1C=C(C=C(C1OC)CN1S(OC2=C(C1)C=C(C=C2)O)(=O)=O)C(CC(=O)OCC)C2=C(C1=C(N(N=N1)CCCCO)C=C2)C